3-(1,4-dimethyl-1H-benzo[d][1,2,3]triazol-5-yl)-3-(3-(((R)-4-ethyl-3,4,8,9,10,11-hexahydronaphtho[1,2-f][1,4]oxazepin-2(1H)-yl)methyl)-4-methylphenyl)-2,2-dimethylpropanoic acid CN1N=NC2=C1C=CC(=C2C)C(C(C(=O)O)(C)C)C2=CC(=C(C=C2)C)CN2C[C@H](OC1=C(C2)C=2CCCCC2C=C1)CC